4-(2-((1-(Cis-2,6-dimethyltetrahydro-2H-pyran-4-yl)-1H-pyrazol-4-yl)amino)-5-methylpyrimidin-4-yl)benzoic Acid CC1OC(CC(C1)N1N=CC(=C1)NC1=NC=C(C(=N1)C1=CC=C(C(=O)O)C=C1)C)C